N1=NN=C(C=C1)[S] triazinyl-sulfur